FC=1C(=CC(=NC1)OCC(F)(F)F)C1=NNC=2C[C@@H](CCC12)C(=O)OC methyl (R)-3-(5-fluoro-2-(2,2,2-trifluoroethoxy)pyridin-4-yl)-4,5,6,7-tetrahydro-1H-indazole-6-carboxylate